CN(C1CCN(CC1)C(=O)C=1C(=CC2=C(N=C(S2)CNC(=O)C2(CC3=CC=CC=C3C2)CC(=O)O)C1)OC)C 2-[2-[[5-[4-(dimethylamino)piperidine-1-carbonyl]-6-methoxy-1,3-benzothiazol-2-yl]methylcarbamoyl]indan-2-yl]acetic Acid